tert-butyl (1R,5S)-3-(4,6-dichloro-1,3,5-triazin-2-yl)-3,8-diazabicyclo[3.2.1]octane-8-carboxylate ClC1=NC(=NC(=N1)Cl)N1C[C@H]2CC[C@@H](C1)N2C(=O)OC(C)(C)C